O=[I+]1C=CC=C1 oxoiodolium